BrC=1C(=C(C(=O)N[C@H]2CN(CCC2=O)C(=O)OCC2=CC=CC=C2)C=CC1)C benzyl (S)-3-(3-bromo-2-methylbenzamido)-4-oxopiperidine-1-carboxylate